(R)-5-((1-(4-(2,4-Dimethylpiperazin-1-yl)phenyl)-1H-imidazol-4-yl)amino)pyrazine-2-carbonitrile C[C@H]1N(CCN(C1)C)C1=CC=C(C=C1)N1C=NC(=C1)NC=1N=CC(=NC1)C#N